4-N-(5-bromopyridin-2-yl)morpholine BrC=1C=CC(=NC1)N1CCOCC1